BrC=1C(=C(C=CC1)CC1N([C@@H](CC1[N+](=O)[O-])C)C(=O)OCC1=CC=CC=C1)F benzyl (5R)-2-[(3-bromo-2-fluorophenyl)methyl]-5-methyl-3-nitropyrrolidine-1-carboxylate